methyl 3-(chlorocarbonyl)-1-((2-(trimethylsilyl) ethoxy) methyl)-1H-pyrazole-5-carboxylate ClC(=O)C1=NN(C(=C1)C(=O)OC)COCC[Si](C)(C)C